COCCOC1=CC(=NC2=CC=C(C=C12)C1(C(C1)C)C(=O)N)C1=CN=CS1 (4-(2-methoxyethoxy)-2-(thiazol-5-yl)quinolin-6-yl)-2-methylcyclopropane-1-carboxamide